(4R)-1-[(2R,4R,5R)-3,3-difluoro-4-hydroxy-5-(hydroxymethyl)tetrahydrofuran-2-yl]-4-hydroxytetrahydropyrimidin-2(1H)-one FC1([C@@H](O[C@@H]([C@H]1O)CO)N1C(N[C@@H](CC1)O)=O)F